C12CC(CC(CC1)O2)N2N=C(C(=C2C)[N+](=O)[O-])OCCCO[Si](C)(C)C(C)(C)C 1-(8-oxa-bicyclo[3.2.1]octan-3-yl)-3-(3-((tert-butyldimethylsilyl)oxy)propoxy)-5-methyl-4-nitro-1H-pyrazole